C1(=CC=CC=C1)C#CC1=CC=C(OC2=C3C(C(=O)OC3=O)=CC=C2)C=C1 4-phenylethynyl-phenoxyphthalic anhydride